NCC=1C(=NC=CC1)C=1C=NC=C(C1)N(C)C 3-(aminomethyl)-N,N-dimethyl-[2,3'-bipyridin]-5'-amine